tert-amyl peroxyacetate C(C)(=O)OOC(C)(C)CC